N=1C=C(N2C1C=CC=C2)CCO 2-(imidazo[1,2-a]pyridin-3-yl)ethane-1-ol